5-cyclohexyl-2,4-dimethylpent-4-enal C1(CCCCC1)C=C(CC(C=O)C)C